C(=O)C=1C(=C(C2=CC=CC=C2C1)C1=C(C(=CC2=CC=CC=C12)CO)OCC1=C(C=O)C=CC=C1)OCC1=C(C=O)C=CC=C1 (((3-formyl-3'-(hydroxymethyl)-[1,1'-binaphthyl]-2,2'-diyl)bis(oxy))bis(methylene))dibenzoaldehyde